Butyl 5-oxopyrrolidine-2-carboxylate O=C1CCC(N1)C(=O)OCCCC